(5-bromo-7-(difluoromethyl)benzofuran-3-yl)methanol tert-butyl-N-[(3R)-1-[6-[amino(cyclopropyl)methyl]pyridazin-3-yl]-3-piperidyl]-N-(cyclobutylmethyl)carbamate C(C)(C)(C)C(N(C(=O)OCC1=COC2=C1C=C(C=C2C(F)F)Br)[C@H]2CN(CCC2)C=2N=NC(=CC2)C(C2CC2)N)C2CCC2